C1(CC1)N1C=NC2=C(C=C(C=C2C1=O)NC1(CN(C1)C(=O)OC(C)(C)C)C1=C(C(=CC=C1F)Cl)Cl)F tert-butyl 3-((3-cyclopropyl-8-fluoro-4-oxo-3,4-dihydroquinazolin-6-yl)amino)-3-(2,3-dichloro-6-fluorophenyl)azetidine-1-carboxylate